O=C1N(CC2=C(C=CC=C12)NC1=NC(=NC=C1)NC1=CC=C(C=C1)CN1CCC(CC1)N1N=CC(=C1)C1=NC2=CC=CC=C2N=C1)C1C(NC(CC1)=O)=O 3-(1-oxo-4-((2-((4-((4-(4-(quinoxalin-2-yl)-1H-pyrazol-1-yl)piperidin-1-yl)methyl)phenyl)amino)pyrimidin-4-yl)amino)isoindolin-2-yl)piperidine-2,6-dione